(S)-3-methyl-2,3-dihydropyrrole C[C@@H]1CNC=C1